C(C)(C)(C)OC([C@H](NC(=O)OCC1C2=CC=CC=C2C2=CC=CC=C12)CC(=O)O)=O N-Fmoc-D-aspartic acid tert-butyl ester